7-(trifluoromethyl)-3,4-dihydro-2H-benzo[b][1,4]oxazine FC(C=1C=CC2=C(OCCN2)C1)(F)F